1-(6Z,9Z,12Z,15Z-octadecatetraenoyl)-2-(9Z-hexadecenoyl)-glycero-3-phospho-(1'-sn-glycerol) CCCCCC/C=C\CCCCCCCC(=O)O[C@H](COC(=O)CCCC/C=C\C/C=C\C/C=C\C/C=C\CC)COP(=O)(O)OC[C@H](CO)O